t-butyl (4-((3-(4-cyano-3-(trifluoromethyl)phenyl)-2-(trifluoromethyl)oxazolidin-5-yl)methoxy)benzyl)carbamate C(#N)C1=C(C=C(C=C1)N1C(OC(C1)COC1=CC=C(CNC(OC(C)(C)C)=O)C=C1)C(F)(F)F)C(F)(F)F